(2S)-1-(8-(4'-(aminomethyl)biphenyl-3-ylsulfonyl)-1-oxa-8-azaspiro[4.5]decan-3-ylamino)-3-(3-(methylsulfonyl)phenoxy)propan-2-ol NCC1=CC=C(C=C1)C1=CC(=CC=C1)S(=O)(=O)N1CCC2(CC(CO2)NC[C@@H](COC2=CC(=CC=C2)S(=O)(=O)C)O)CC1